4-{4-[3,5-bis(trifluoromethyl)phenoxy]-3-methoxyphenyl}-1H,2H,3H,4H,6H-pyrrolo[3,4-b]pyridin-2-one FC(C=1C=C(OC2=C(C=C(C=C2)C2C=3C(NC(C2)=O)=CNC3)OC)C=C(C1)C(F)(F)F)(F)F